6-chloro-2-(4,4-difluorocycloheptyl)-4-methylnicotinic acid ClC1=NC(=C(C(=O)O)C(=C1)C)C1CCC(CCC1)(F)F